4-methoxy-7-(phenylsulfonyl)-5-(prop-1-en-2-yl)-7H-pyrrolo[2,3-d]pyrimidine COC=1C2=C(N=CN1)N(C=C2C(=C)C)S(=O)(=O)C2=CC=CC=C2